[N+](=O)([O-])C1=C(C=CC=C1)NC1COC2=C(C1)C=CC=C2 N-(2-nitrophenyl)dihydrobenzopyran-3-amine